3-((2-(1-(N-(2-(Dinonylamino)ethyl)-N-nonylglycyl)piperidin-3-yl)ethyl)(tetradecyl)amino)propyldecanoate C(CCCCCCCC)N(CCN(CC(=O)N1CC(CCC1)CCN(CCCOC(CCCCCCCCC)=O)CCCCCCCCCCCCCC)CCCCCCCCC)CCCCCCCCC